({4-[(2-methylprop-2-enoyl) oxy] butoxy} oxy) benzoate C(C1=CC=CC=C1)(=O)OOOCCCCOC(C(=C)C)=O